1-{4-[2-({1-[2-(dimethylamino)acetyl]-1H,2H,3H-pyrido[2,3-b][1,4]oxazin-7-yl}amino)-4-methoxypyrimidin-5-yl]phenyl}pyrrolidin-2-one CN(CC(=O)N1C2=C(OCC1)N=CC(=C2)NC2=NC=C(C(=N2)OC)C2=CC=C(C=C2)N2C(CCC2)=O)C